C(C)C(C(CCC)=O)CC diethyl-pentanone